(5-((5-fluoro-2'-(1-methoxyethyl)-[1,1'-biphenyl]-2-yl)oxy)pyrimidin-4-yl)-2,6-diazaspiro[3.3]heptane-2-carboxylic acid tert-butyl ester C(C)(C)(C)OC(=O)N1C(C2(C1)CNC2)C2=NC=NC=C2OC2=C(C=C(C=C2)F)C2=C(C=CC=C2)C(C)OC